BrC=1C(=NC(=NC1)NC1=C(C=C(C=C1)N1CCN(CC1)C)CC)NCCCNC(=O)C1CN(C1)C N-(3-((5-bromo-2-((2-ethyl-4-(4-methylpiperazin-1-yl)phenyl)amino)pyrimidin-4-yl)amino)propyl)-1-methylazetidine-3-carboxamide